(R)-4-(5-(5-fluoro-2-methylpyridin-4-yl)-1H-pyrazole-3-carbonyl)-N-((1s,4S)-4-methoxy-4-(trifluoromethyl)cyclohexyl)-4-azaspiro[2.5]octane-7-carboxamide FC=1C(=CC(=NC1)C)C1=CC(=NN1)C(=O)N1C2(CC2)C[C@@H](CC1)C(=O)NC1CCC(CC1)(C(F)(F)F)OC